5-{[2-(4-Chlorophenyl)imidazo[1,2-a]pyrimidin-3-yl]methyl-2,5-diazabicyclo[2.2.2]oct-2-yl}(3-fluoro-6-methoxypyridin-2-yl)methanone ClC1=CC=C(C=C1)C=1N=C2N(C=CC=N2)C1CC12N(CC(NC1)CC2)C=2C=C(C(=NC2OC)C=O)F